BrC=1C=C(C=O)C=C(C1OCCOCCOCCCO)Br 3,5-Dibromo-4-(2-(2-(3-hydroxypropoxy)ethoxy)ethoxy)benzaldehyde